3-(((7-(3-fluoropyridin-4-yl)-2,3-dihydrofuro[3,2-c]pyridin-4-yl)amino)methyl)-N-methylbenzamide FC=1C=NC=CC1C=1C2=C(C(=NC1)NCC=1C=C(C(=O)NC)C=CC1)CCO2